CC1=CC(=CC=2NC(=NC21)C2=CC=C(C=C2)S(=O)(=O)C)C2CCNCC2 4-methyl-2-(4-(methylsulfonyl)phenyl)-6-(piperidin-4-yl)-1H-benzo[d]imidazole